C1=CC=CC=2C3=CC=CC=C3N(C12)C1=CC=C(C=C1)N(C1=CC=C(C=C1)C1=CC=C(C=C1)N(C1=CC=CC=C1)C1=CC=C(C=C1)N1C2=CC=CC=C2C=2C=CC=CC12)C1=CC=CC=C1 N4,N4'-bis(4-(9H-carbazol-9-yl)phenyl)-N4,N4'-diphenyl-[1,1'-biphenyl]-4,4'-diamine